3-(2-imidazo[1,2-b]pyridazin-3-ylethynyl)-4-methyl-N-[4-[(4-methyl-1-piperazinyl)methyl]-3-(trifluoromethyl)phenyl]benzamide N=1C=C(N2N=CC=CC21)C#CC=2C=C(C(=O)NC1=CC(=C(C=C1)CN1CCN(CC1)C)C(F)(F)F)C=CC2C